BrC=1C=C(C(=C2C=CN(C12)C[C@H](CO[Si](C)(C)C(C)(C)C)NC(OC(C)(C)C)=O)F)F tert-butyl (R)-(1-(7-bromo-4,5-difluoro-1H-indol-1-yl)-3-((tert-butyldimethylsilyl)oxy)propan-2-yl)carbamate